FC(C1CC=C(CC1)C=1C=CC=C2C=C(C=NC12)C(=O)NCCNC(OC)=O)(F)F methyl (2-(8-(4-(trifluoromethyl)cyclohex-1-en-1-yl) quinoline-3-carboxamido)ethyl)carbamate